NC1=C(C=C(C=N1)C1=C(C=C(C=C1)NC(OC1=CC=CC=C1)=O)C)C(NC(C)C)=O phenyl (4-(6-amino-5-(isopropylcarbamoyl)pyridin-3-yl)-3-methylphenyl)carbamate